ClC1=C(C=CC(=C1)N1C2=CC=C(C=C2C=2C=C(C=CC12)C1=C(C=CC=C1C)C)C1=C(C=CC=C1C)C)C1=C(C=CC=C1)C 9-(2-chloro-2'-methyl-[1,1'-biphenyl]-4-yl)-3,6-bis(2,6-dimethylphenyl)-9H-carbazole